COC(=O)C=1C(=C(C=CC1)C1=C(C=CC=C1)OC)CN1N=C2C(=C1C1=C(C=CC=C1)F)CN(C2)C ((3-(2-fluorophenyl)-5-methyl-5,6-dihydropyrrolo[3,4-c]pyrazol-2(4H)-yl)methyl)-2'-methoxy-[1,1'-biphenyl]-3-carboxylic acid methyl ester